C(C)(C)(C)OC(=O)N[C@@H](CCC(=O)O)C(NCCCCCCOC=1C(=C2CC[C@](OC2=C(C1C)C)(CCC[C@@H](CCC[C@@H](CCCC(C)C)C)C)C)C)=O (S)-4-((tert-butoxycarbonyl)amino)-5-oxo-5-((6-(((R)-2,5,7,8-tetramethyl-2-((4R,8R)-4,8,12-trimethyltridecyl)chroman-6-yl)oxy)hexyl)amino)pentanoic acid